sodium dioctyl-sulfosuccinate salt C(CCCCCCC)C(C(C(=O)[O-])S(=O)(=O)O)(C(=O)[O-])CCCCCCCC.[Na+].[Na+]